4-bromo-2-fluorobenzotrifluoride BrC1=CC(=C(C=C1)C(F)(F)F)F